[Si](C1=CC=CC=C1)(C1=CC=CC=C1)(C(C)(C)C)OCC(CO)(C)C 3-((tert-butyldiphenylsilyl)oxy)-2,2-dimethylpropan-1-ol